OCC1=CC(=C(OC2=CC(=NC=N2)OC2=C(C=C(C#N)C=C2C)C)C=C1)OC 4-((6-(4-(hydroxymethyl)-2-methoxyphenoxy)pyrimidin-4-yl)oxy)-3,5-dimethylbenzonitrile